N1CCCC2=CC=NC=C12 3,4-dihydro-1H-1,7-naphthyridin